BrC=1C=CC(=C(C1)O)OCC1=CC=C(C=C1)OC 5-bromo-2-((4-methoxybenzyl)oxy)phenol